BrC=1C=C2C=C(C(N(C2=NC1)CCN1CCOCC1)=O)C(=O)NC1CC2(C1)CCC2 6-bromo-1-(2-morpholinoethyl)-2-oxo-N-spiro[3.3]heptan-2-yl-1,8-naphthyridine-3-carboxamide